NC1=C(C=C(C=N1)C=1N=C(N(C1)C12CC(C1)(C2)N2CCOCC2)[C@@H](C(C)C)O)OC(F)(F)F (R)-1-(4-(6-amino-5-(trifluoromethoxy)pyridin-3-yl)-1-(3-morpholinobicyclo[1.1.1]pentan-1-yl)-1H-imidazol-2-yl)-2-methylpropan-1-ol